BrC1=C(C(=C(N)C(=C1F)F)F)F 4-bromo-2,3,5,6-tetrafluoro-aniline